1-(4-fluoro-3-methyl-phenyl)-5-hydroxy-2,7-dimethyl-indole-3-carbonitrile FC1=C(C=C(C=C1)N1C(=C(C2=CC(=CC(=C12)C)O)C#N)C)C